C(C1CO1)N(C1=CC=C(C=C1)OC1=CC(=CC=C1)C)CC1CO1 diglycidyl-4-(3-methylphenoxy)aniline